2-[[4-[2-(4-chloro-2-fluoro-phenyl)-2-methyl-1,3-benzodioxol-4-yl]-3,6-dihydro-2H-pyridin-1-yl]methyl]-3-[[(2S)-oxetan-2-yl]methyl]benzimidazole-5-carboxylic acid ClC1=CC(=C(C=C1)C1(OC2=C(O1)C=CC=C2C=2CCN(CC2)CC=2N(C1=C(N2)C=CC(=C1)C(=O)O)C[C@H]1OCC1)C)F